C1(CC1)C(C(C=1OC2=C(N1)C=C(C=C2)CN2C(NC(C2)C(F)(F)F)=O)NC(C2=NC=CC=C2C)=O)C2CC2 N-(2,2-dicyclopropyl-1-(5-((2-oxo-4-(trifluoromethyl)imidazolidin-1-yl)methyl)benzo[d]oxazol-2-yl)ethyl)-3-methylpicolinamide